CC=1OC(=CC1)COC(C)=O methyl-5-(acetoxymethyl)furan